3-Aminocatechol NC1=C(C(O)=CC=C1)O